NCC1CCC(CC1)C(=O)N[C@@H](CCCCNC(C)=O)C(NCCCC[C@H](NC(N[C@@H](CCC(=O)OC(C)(C)C)C(=O)OC(C)(C)C)=O)C(=O)OC(C)(C)C)=O tri-tert-butyl (8S,15S,19S)-8-{[(1r,4S)-4-(aminomethyl)cyclohexane-1-carbonyl]amino}-2,9,17-trioxo-3,10,16,18-tetraazahenicosane-15,19,21-tricarboxylate